5-[[5-(3-bromophenyl)tetrazol-2-yl]methyl]-N-(2-carbamoyl-4-chloro-6-methyl-phenyl)-2-(3-chloro-2-pyridyl)pyrazole-3-carboxamide BrC=1C=C(C=CC1)C=1N=NN(N1)CC=1C=C(N(N1)C1=NC=CC=C1Cl)C(=O)NC1=C(C=C(C=C1C)Cl)C(N)=O